COC1=C(CN(S(=O)(=O)C2=C(C=C(C=C2)OC)[N+](=O)[O-])C)C=CC(=C1)OC N-(2,4-dimethoxybenzyl)-4-methoxy-N-methyl-2-nitrobenzenesulfonamide